ClC=1C=NC=C(C1[C@@H](C)OC=1C=C2C(=NNC2=CC1)C1=CC2=C(OCCN2C(=O)N2CCOCC2)N=C1)Cl [7-[5-[(1R)-1-(3,5-dichloro-4-pyridyl)ethoxy]-1H-indazol-3-yl]-2,3-dihydropyrido[2,3-b][1,4]oxazin-1-yl]-morpholino-methanone